6-bromo-1-[(4-fluorophenyl)methyl]-4-methyl-2-oxo-1,8-naphthyridine-3-carboxylic acid BrC=1C=C2C(=C(C(N(C2=NC1)CC1=CC=C(C=C1)F)=O)C(=O)O)C